BrC1=C(C(=O)OC)C=C(N=C1C)C methyl 3-bromo-2,6-dimethylisonicotinate